FC=1C=C(C=CC1)N1C(=NC(=C1)C1=CC=CC=C1)SCC1=CC=C(C=C1)C 1-(3-fluorophenyl)-2-((4-methylbenzyl)thio)-4-phenyl-1H-imidazole